5-(2-(((3-methoxypropyl)amino)methyl)-1H-pyrrolo[2,3-b]pyridin-4-yl)-1H-indazol-3-amine COCCCNCC1=CC=2C(=NC=CC2C=2C=C3C(=NNC3=CC2)N)N1